C(C)(C)(C)OC(=O)N1CC2=C(N(C=3C=CC(=CC23)OC)S(=O)(=O)C)CC1 8-methoxy-5-methanesulfonyl-3,4-dihydro-1H-pyrido[4,3-b]Indole-2-carboxylic acid tert-butyl ester